9-(4-(4-isobutyl-5-(trimethylsilyl)pyridin-2-yl)dibenzo[b,d]furan-1-yl)-9H-carbazole C(C(C)C)C1=CC(=NC=C1[Si](C)(C)C)C1=CC=C(C2=C1OC1=C2C=CC=C1)N1C2=CC=CC=C2C=2C=CC=CC12